CC1=C2C(C(=CN(C2=NC=C1)C=1SC=CN1)C(=O)O)=O 5-methyl-4-oxo-1-(1,3-thiazol-2-yl)-1,4-dihydro-naphthyridine-3-carboxylic acid